N-(1-(bicyclo[2.2.2]octan-2-yl)ethyl)-1,3-dioxoisoindoline-5-sulfonamide C12C(CC(CC1)CC2)C(C)NS(=O)(=O)C=2C=C1C(NC(C1=CC2)=O)=O